(4'-fluorospiro[cyclopentane-1,3'-indolin]-1'-yl)(3-(pyrimidin-2-ylamino)phenyl)methanone FC1=C2C3(CN(C2=CC=C1)C(=O)C1=CC(=CC=C1)NC1=NC=CC=N1)CCCC3